C(#C)C=1SC(=CN1)C 2-ethynyl-5-methylthiazole